O=C1C=C[N+](=C2N1C=CC=C2)CC=2C=NC=NC2 4-oxo-1-(pyrimidin-5-ylmethyl)-4H-pyrido[1,2-a]pyrimidinium